N(C1=CC=CC=C1)C1=C(NC2=C1C(N(CC2)CC(C)(C)O)=O)C2=CC(=NC=C2)NC(CC2=CC=C(C=C2)F)=O N-{4-[3-Anilino-5-(2-hydroxy-2-methylpropyl)-4-oxo-4,5,6,7-tetrahydro-1H-pyrrolo[3,2-c]pyridin-2-yl]pyridin-2-yl}-2-(4-fluorophenyl)acetamid